O=C1NC(CCC1N1C(N(C2=C1C=CC(=C2)CN2CCN(CC2)[C@H]2CN(CC2)C(=O)OC(C)(C)C)C)=O)=O tert-butyl (3R)-3-[4-[[1-(2,6-dioxo-3-piperidyl)-3-methyl-2-oxo-benzimidazol-5-yl] methyl]piperazin-1-yl]pyrrolidine-1-carboxylate